2-methyl-6-(3-methyl-1-benzofuran-5-yl)-N-[(1S)-1-[3-(1H-pyrazol-3-yl)phenyl]ethyl]pyrimidin CC1N(C(=CC=N1)C=1C=CC2=C(C(=CO2)C)C1)[C@@H](C)C1=CC(=CC=C1)C1=NNC=C1